The molecule is a glucotriose consisting of two alpha-D-glucose residues and a beta-D-glucose at the reducing end in a linear sequence and joined by (1->6) linkages. It has a role as an epitope. C([C@@H]1[C@H]([C@@H]([C@H]([C@H](O1)OC[C@@H]2[C@H]([C@@H]([C@H]([C@H](O2)OC[C@@H]3[C@H]([C@@H]([C@H]([C@@H](O3)O)O)O)O)O)O)O)O)O)O)O